NC1(C(C=C(C=C1)N)[N+](=O)[O-])O 1,4-diamino-2-nitrophenol